ClC=1C=CC(=NC1)N/N=C(/C1=NC=CC=C1)\C1=CC=CC=C1 5-chloro-N-[(E)-[phenyl(pyridin-2-yl)methylidene]amino]pyridin-2-amine